N-((1H-tetrazol-5-yl)methyl)-2,6-dihydroxy-5'-methyl-4-pentyl-2'-(prop-1-en-2-yl)-1',2',3',4'-tetrahydro-[1,1'-biphenyl]-3-carboxamide N1N=NN=C1CNC(=O)C=1C(=C(C(=CC1CCCCC)O)C1C(CCC(=C1)C)C(=C)C)O